5-amino-4-hydroxy-2-(4-fluorophenyl)-furan-3-one NC1=C(C(C(O1)C1=CC=C(C=C1)F)=O)O